C(CCCCCCC)OC(CCC(=O)OCC(COC(CCCCCCCC=CCC=CCCCCC)=O)COC(=O)OCC1CCN(CC1)C)OCCCCCCCC 3-((4,4-bis(octyloxy)butanoyl)oxy)-2-(((((1-methylpiperidin-4-yl)methoxy)carbonyl)oxy)methyl)propyloctadeca-9,12-dienoate